ClC=1C(=NC(=NC1)NC)C1=C(N=C(S1)NC(=O)NC1=CC(=C(C=C1)CN1CCN(CC1)S(=O)(=O)C)C(F)(F)F)C 1-(5-(5-Chloro-2-(methylamino)pyrimidin-4-yl)-4-methylthiazol-2-yl)-3-(4-((4-(methylsulfonyl)piperazin-1-yl)methyl)-3-(trifluoromethyl)phenyl)urea